C(C)(C)(C)OC(NC12CCC(CC1)(CC2)N)=O (4-Aminobicyclo[2.2.2]octan-1-yl)carbamic acid tert-butyl ester